zinc N-lauroyl-beta-alaninate C(CCCCCCCCCCC)(=O)NCCC(=O)[O-].[Zn+2].C(CCCCCCCCCCC)(=O)NCCC(=O)[O-]